ClC=1C(=NC=CC1)C=1C(=NNC1)C(=O)O (3-chloro-2-pyridinyl)pyrazole-3-carboxylic acid